CC1=CC(=C(C=C1N=NC2=CC(=C(C=C2)OC)S(=O)(=O)O)OC)N The molecule is an arenesulfonic acid that is 2-methoxybenzenesulfonic acid substituted at position 5 by a (4-amino-5-methoxy-2-methylphenyl)diazenyl group. The sodium salt is the histological dye 'Sirius scarlet GG'. It has a role as a histological dye and a fluorochrome. It is a member of azobenzenes, an aromatic ether, a substituted aniline and an arenesulfonic acid. It is a conjugate acid of a 5-[(4-amino-5-methoxy-2-methylphenyl)diazenyl]-2-methoxybenzene-1-sulfonate.